3,7-dimethyl-6-octenyl 2-hydroxy-3-fluorobenzoate OC1=C(C(=O)OCCC(CCC=C(C)C)C)C=CC=C1F